1-propylazetidine C(CC)N1CCC1